N(CCO)(CCO)CCO.P(O)(O)(O)=O phosphoric acid-triethanolamine salt